FC1=C(C(=CC(=C1)OC1CN(C1)CCCF)F)[C@H]1N([C@@H](CC2=C1NC1=CC=CC=C21)C)CC2(COC2)F (1R,3R)-1-(2,6-difluoro-4-(1-(3-fluoropropyl)azetidin-3-yloxy)phenyl)-2-((3-fluorooxetan-3-yl)methyl)-3-methyl-2,3,4,9-tetrahydro-1H-pyrido[3,4-b]indole